lithium 4-methoxy-5-vinylpicolinate COC1=CC(=NC=C1C=C)C(=O)[O-].[Li+]